C(C1=CC=CC=C1)[C@@](CC(F)(F)F)(C)NC(=O)C=1C=NC2=C(C=CC=C2C1)C N-[(1R)-1-benzyl-3,3,3-trifluoro-1-methyl-propyl]-8-methyl-quinoline-3-carboxamide